C1(CCCC1)C1=NC=C(C(=N1)OC1=CC=CC2=CC=CC=C12)C(=O)N[C@@H](C)\C=C\S(=O)(=O)C (S,E)-2-cyclopentyl-N-(4-(methylsulfonyl)but-3-en-2-yl)-4-(naphthalen-1-yloxy)pyrimidine-5-carboxamide